N[C@H](CNC(C1=CC(=CC(=C1)C(F)(F)F)[N+](=O)[O-])=O)C N-[(2S)-2-aminopropyl]-3-nitro-5-(trifluoromethyl)benzamide